6-bromo-N-(2-morpholino-5-(piperidin-1-yl)oxazolo[4,5-b]pyridin-6-yl)pyridine-2-carboxamide BrC1=CC=CC(=N1)C(=O)NC=1C=C2C(=NC1N1CCCCC1)N=C(O2)N2CCOCC2